N-((1R,5S,6s)-3-(4-(3-cyano-6-(1-methyl-1H-pyrazol-4-yl)pyrazolo[1,5-a]pyridin-4-yl)phenyl)-3-azabicyclo[3.1.0]hexan-6-yl)-2-hydroxy-3-methylbutanamide C(#N)C=1C=NN2C1C(=CC(=C2)C=2C=NN(C2)C)C2=CC=C(C=C2)N2C[C@@H]1C([C@@H]1C2)NC(C(C(C)C)O)=O